NN1C(=NC(=C1C(=O)O)C1=CC=C(C=C1)C(NC1=NC=CC(=C1)C#N)=O)[C@H]1N(CCCC1)C(=O)OC(C)(C)C (S)-1-amino-2-(1-(tert-butoxycarbonyl)piperidin-2-yl)-4-(4-((4-cyanopyridin-2-yl)carbamoyl)phenyl)-1H-imidazole-5-carboxylic acid